3,9-diazaspiro[5.5]undecan-3-carboxylic acid tert-butyl ester C(C)(C)(C)OC(=O)N1CCC2(CC1)CCNCC2